(2R)-2-aminobut-3-en-1-ol N[C@@H](CO)C=C